4-((1-propenoylazetidin-3-ylamino)-7H-pyrrolo[2,3-d]pyrimidin-5-yl)-N-(pyridin-2-yl)benzamide C(C=C)(=O)N1CC(C1)NC=1N=CC2=C(N1)NC=C2C2=CC=C(C(=O)NC1=NC=CC=C1)C=C2